4-[[2-(5-chloro-2-hydroxy-phenyl)acetyl]amino]-N-[(1S,2R)-2-hydroxycyclopentyl]pyridine-2-carboxamide ClC=1C=CC(=C(C1)CC(=O)NC1=CC(=NC=C1)C(=O)N[C@@H]1[C@@H](CCC1)O)O